1-(3-chloro-2-piperazin-1-yl-6-quinolyl)azetidin-3-amine dihydrochloride Cl.Cl.ClC=1C(=NC2=CC=C(C=C2C1)N1CC(C1)N)N1CCNCC1